6-((2-methoxyethyl)(methyl)amino)pyridin-2-ol COCCN(C1=CC=CC(=N1)O)C